ClC=1C=CC=C2C=CC(=NC12)NC1=C(C=C(C=C1C)OC(F)(F)F)CC 8-chloro-N-(2-ethyl-6-methyl-4-(trifluoromethoxy)phenyl)quinolin-2-amine